ClC=1C=CC=C2C(CC(OC12)(C)C)NC(=O)[C@H]1[C@@H](C1)[C@H](CCOC)N1C(NC(CC1=O)(C)C)=[NH2+] [1-[(1S)-1-[(1R,2R)-2-[(8-chloro-2,2-dimethyl-chroman-4-yl)carbamoyl]cyclopropyl]-3-methoxypropyl]-4,4-dimethyl-6-oxo-hexahydropyrimidin-2-ylidene]ammonium